3-OXO-3-(PYRIDIN-3-YL)PROPANAL O=C(CC=O)C=1C=NC=CC1